ClC1=C(C=C(OCC(=O)NC23CCC(C2)(C3)NC(COC=3C=NC=CC3)=O)C=C1)F 2-(4-chloro-3-fluorophenoxy)-N-(4-{2-[(pyridin-3-yl)oxy]acetylamino}bicyclo[2.1.1]hex-1-yl)acetamide